(2-(4-bromobenzyl)quinazolin-4-yl)-[1,1'-biphenyl] BrC1=CC=C(CC2=NC3=CC=CC=C3C(=N2)C2=C(C=CC=C2)C2=CC=CC=C2)C=C1